C(C)N1N=C(C(=C1)C1=C(C=CC=C1F)[C@H]1C2=C(CNC1)SC(=C2)C#N)C(F)(F)F (S)-4-((S)-2-(1-ethyl-3-(trifluoromethyl)-1H-pyrazol-4-yl)-3-fluorophenyl)-4,5,6,7-tetrahydrothieno[2,3-c]pyridine-2-carbonitrile